1-[(2R,6R)-6-[[bis(4-methoxyphenyl)-phenyl-methoxy]methyl]-4-butyl-6-(hydroxymethyl)morpholin-2-yl]-5-methyl-pyrimidine-2,4-dione COC1=CC=C(C=C1)C(OC[C@]1(O[C@H](CN(C1)CCCC)N1C(NC(C(=C1)C)=O)=O)CO)(C1=CC=CC=C1)C1=CC=C(C=C1)OC